N1C[C@@H](CCC1)C1=C(C=CC=C1)C=1C2=CNN=C2C(=CC1)C(=O)N 4-((3S)-3-piperidyl-phenyl)-2H-indazole-7-formamide